N1(CCN(CCN(CCN1CC(=O)O)CC(=O)O)CC(=O)O)CC(=O)O 1,4,7,10-tetrazacyclodecane-1,4,7,10-tetraacetic acid